NC1=C(C=C(C=C1)Br)NC1CN(CCC1)C(=O)OC(C)(C)C tert-butyl 3-((2-amino-5-bromophenyl)amino)piperidine-1-carboxylate